2-Methoxyethyl-[2-({2-chloro-4-fluoro-5-[3-methyl-2,6-dioxo-4-(trifluoromethyl)-3,6-dihydropyrimidine-1(2H)-yl]phenyl} sulfanyl)phenoxy]acetate COCCOC(COC1=C(C=CC=C1)SC1=C(C=C(C(=C1)N1C(N(C(=CC1=O)C(F)(F)F)C)=O)F)Cl)=O